C(CCC)OC(CCC(=O)O)=O succinic acid mono-n-butyl ester